1-[5-[(1S,2S)-4,4-difluoro-6-hydroxy-2-phenyl-tetralin-1-yl]-2-pyridyl]piperidine-4-carbaldehyde FC1(C[C@@H]([C@@H](C2=CC=C(C=C12)O)C=1C=CC(=NC1)N1CCC(CC1)C=O)C1=CC=CC=C1)F